C(=O)O.C(=O)O.OC(C(=O)O[C@H]1CN2CCC1CC2)(C2=CC=CC=C2)C2=CC=C(C=C2)OCCCCCNC[C@@H](C2=C1C=CC(NC1=C(C=C2)O)=O)O (R)-quinuclidin-3-yl 2-hydroxy-2-(4-((5-(((R)-2-hydroxy-2-(8-hydroxy-2-oxo-1,2-dihydroquinolin-5-yl)ethyl)amino)pentyl)oxy)phenyl)-2-phenylacetate diformate